ClC=1N=C(NC1[C@H]1[C@H](CN(CC1)S(=O)(=O)C=1C=CC(=NC1)N)C)C1=NC=C(C=C1)F 5-[[(3R,4R)-4-[4-Chloro-2-(5-fluoro-2-pyridyl)-1H-imidazol-5-yl]-3-methyl-1-piperidyl]sulfonyl]pyridin-2-amine